C1(CC1)C=1C=NC(=NC1)CCC=1NC(C2=C(N1)N(N=C2CO)C(C)C=2C=NC(=CC2)C(F)(F)F)=O 6-(2-(5-cyclopropylpyrimidin-2-yl)ethyl)-3-(hydroxymethyl)-1-(1-(6-(trifluoromethyl)pyridin-3-yl)ethyl)-1H-pyrazolo[3,4-d]pyrimidin-4(5H)-one